2-iodo-4-isopropyl-pyrimidine IC1=NC=CC(=N1)C(C)C